tetraethoxybuteneN C(C)OC(=CC=C(OCC)OCC)OCC